ClC=1C=C(C=C(C1)Cl)N1N=C(C=2CCC3=C(C12)C=C(C(=C3)OC)C=3C=NC=C(C#N)C3)C(=O)N3CCN(CCC3)C 5-(1-(3,5-dichlorophenyl)-7-methoxy-3-(4-methyl-1,4-diazepane-1-carbonyl)-4,5-dihydro-1H-benzo[g]indazol-8-yl)nicotinonitrile